C(C)N1C(N(C=C1)C)C[C@@H](C(=O)O)O.C(=O)(C=C)C=1NC2=C(C=CC1)C=CC=C2 acryl-benzazepine 1-ethyl-3-methylimidazoleL-lactate